(S)-2-ethyl-6-(4-fluoro-6-(3-methoxyazetidin-1-yl)-1H-benzo[d]imidazol-2-yl)-7-((1-(pyrimidin-2-yl)ethyl)amino)-2H-pyrazolo[4,3-b]pyridin-5(4H)-one C(C)N1N=C2C(NC(C(=C2N[C@@H](C)C2=NC=CC=N2)C2=NC3=C(N2)C=C(C=C3F)N3CC(C3)OC)=O)=C1